C(C)(C)(C)C1=CC=CC(=C1)C=C 2-(tert-butyl)-4-vinylbenzene